COC(CCCCCC\C=C/CCO)OC (3Z)-11,11-dimethoxy-3-undecen-1-ol